COC(CC[C@@H](C)[C@H]1CC[C@H]2[C@@H]3[C@@H](C[C@@H]4CC([C@H](C[C@]4(C)[C@H]3CC[C@]12C)F)=O)OCOC)=O 2β-fluoro-7α-methoxymethoxy-3-oxo-5β-cholanic acid methyl ester